(E)-3-(4-(allyloxy)-3-methoxyphenyl)-N-((2-(trifluoromethyl)phenyl)aminomethylsulfonyl)acrylamide C(C=C)OC1=C(C=C(C=C1)/C=C/C(=O)NS(=O)(=O)CNC1=C(C=CC=C1)C(F)(F)F)OC